N-[(2E)-imidazolidin-2-ylidene]-4-{[3-(2-methylpropanamido)phenyl]amino}-3-(oxolan-3-yl)benzamide N1C(NCC1)=NC(C1=CC(=C(C=C1)NC1=CC(=CC=C1)NC(C(C)C)=O)C1COCC1)=O